(1R)-1-(2-(azidomethyl)-5-chloro-2-methyl-2,3-dihydrobenzofuran-7-yl)ethan-1-amine N(=[N+]=[N-])CC1(OC2=C(C1)C=C(C=C2[C@@H](C)N)Cl)C